ClC1=C(NC2=NC=CC=C21)C2=NN(C1=NC=NC(=C12)N)C1COCC1 3-(3-Chloro-1H-pyrrolo[2,3-b]pyridin-2-yl)-1-(tetrahydrofuran-3-yl)-1H-pyrazolo[3,4-d]pyrimidin-4-amine